1-(4-cyanophenyl)-3-(6-ethoxyimidazo[1,5-a]pyridin-5-yl)urea C(#N)C1=CC=C(C=C1)NC(=O)NC1=C(C=CC=2N1C=NC2)OCC